(2R)-6-chloro-4-oxo-N-[(3R,6S)-6-{5-[cis-3-(trifluoromethoxy)cyclobutyl]-1,3-oxazol-2-yl}oxan-3-yl]-3,4-dihydro-2H-1-benzopyran-2-carboxamide ClC=1C=CC2=C(C(C[C@@H](O2)C(=O)N[C@H]2CO[C@@H](CC2)C=2OC(=CN2)[C@@H]2C[C@@H](C2)OC(F)(F)F)=O)C1